benzoic acid bishydrochloric acid salt Cl.Cl.C(C1=CC=CC=C1)(=O)O